(4Z)-4-(1,3-Benzothiazol-6-ylmethylene)-2-[3-(trifluoromethyl)anilino]-1H-imidazol-5-one S1C=NC2=C1C=C(C=C2)\C=C\2/N=C(NC2=O)NC2=CC(=CC=C2)C(F)(F)F